1-[2-(3-fluoroazetidin-1-yl)-2-oxo-ethyl]-3-methyl-6-[2-(trifluoromethyl)-3-thienyl]imidazo[4,5-b]pyridin-2-one FC1CN(C1)C(CN1C(N(C2=NC=C(C=C21)C2=C(SC=C2)C(F)(F)F)C)=O)=O